BrC1=C2C(C(NC2=C(C(=C1)F)OC)=O)=O 4-bromo-6-fluoro-7-methoxyindoline-2,3-dione